FC1=CC=C(C=C1)C=1C=C2C(=NC(=NC2=CC1)C)NCC=1N=NC(=CC1)C 6-(4-fluorophenyl)-2-methyl-N-((6-methylpyridazin-3-yl)methyl)quinazolin-4-amine